BrC=1C=NN2C1N=C(C=C2)N2CCN(CC2)C(=O)O[C@@H]2CN(C(C2)=O)C [(3S)-1-methyl-5-oxo-pyrrolidin-3-yl] 4-(3-bromopyrazolo[1,5-a]pyrimidin-5-yl)piperazine-1-carboxylate